C1=C2C(=CN=C1)OCC=1C=C(C=CC12)N 6H-isochromeno[3,4-c]pyridine-8-amine